C(#N)C1CCC(CC1)N(C(=O)[C@H]1[C@@H](CCC1)S(=O)(=O)C1=CC=C(C)C=C1)CC1=CC=C(C=C1)F (1S,2R)-2-(Toluene-4-sulfonyl)-cyclopentanecarboxylic acid (4-cyano-cyclohexyl)-(4-fluoro-benzyl)-amide